FCOC1=CC=C(C=C1)C=1N=C2N(C=CC(=C2)NC)C1 [2-(4-Fluoromethoxy-phenyl)-imidazo[1,2-a]pyridin-7-yl]-methyl-amine